2-((2S)-1-Acryloyl-4-(7-(7-hydroxy-3,4-dihydroquinolin-1(2H)-yl)-2-(((S)-1-methylpyrrolidin-2-yl)methoxy)-5,6,7,8-tetrahydroquinazolin-4-yl)piperazin-2-yl)acetonitrile C(C=C)(=O)N1[C@H](CN(CC1)C1=NC(=NC=2CC(CCC12)N1CCCC2=CC=C(C=C12)O)OC[C@H]1N(CCC1)C)CC#N